2,2-Dimethyl-5-benzyl-cyclopentanone CC1(C(C(CC1)CC1=CC=CC=C1)=O)C